5-Fluoro-2-(6-(6-methylpyridin-2-yl)-2,3-dihydro-1H-imidazo[1,2-a]imidazol-5-yl)aniline FC=1C=CC(=C(N)C1)C1=C(N=C2N1CCN2)C2=NC(=CC=C2)C